COCC(C)(COC)C1(CCCC1)O 1-(2-methoxy-1-methoxymethyl-1-methyl-ethyl)-cyclopentanol